FC1=CC=C(C=C1)C1=NOC(=C1COC1=NC(=C(C=C1)[N+](=O)[O-])C)C 3-(4-fluorophenyl)-5-methyl-4-(((6-methyl-5-nitropyridin-2-yl)oxy)methyl)isoxazole